tert-butyl (7-azabicyclo[2.2.1]heptan-2-yl)carbamate C12C(CC(CC1)N2)NC(OC(C)(C)C)=O